FC(OC=1C=C(C=CC1)CNC(=O)C=1SC(=NN1)CCCCN1N=NC(=C1)C(NCC1=CC(=CC=C1)OC(F)(F)F)=O)(F)F N-{[3-(trifluoromethoxy)phenyl]methyl}-5-{4-[4-({[3-(trifluoromethoxy)phenyl]methyl}carbamoyl)-1H-1,2,3-triazol-1-yl]butyl}-1,3,4-thiadiazole-2-carboxamide